OC(C)(C)C=1C=CC(=C(C1)S(=O)N)OC 5-(2-Hydroxypropan-2-yl)-2-methoxybenzenesulfinamide